S(=O)(=O)(O)O.C1=CC(=CC2=NC3=CC(=CC=C3C=C12)N)N.C1=CC(=CC2=NC3=CC(=CC=C3C=C12)N)N acridine-3,6-diamine hemisulfate